F[B-](F)(F)F.C[N+]1(CC(CC(C1)C)C)CC N-methyl-N-ethyl-3,5-dimethylpiperidinium tetrafluoroborate